3-[2-bromo-5-(cyanomethoxy)-phenyl]-3-[4-(7H-pyrrolo[2,3-d]-pyrimidin-4-yl)-1H-pyrazol-1-yl]-propanenitrile BrC1=C(C=C(C=C1)OCC#N)C(CC#N)N1N=CC(=C1)C=1C2=C(N=CN1)NC=C2